(4S)-N-(3-chloro-4-fluoro-phenyl)-N-ethyl-2-oxo-oxazolidine-4-carboxamide ClC=1C=C(C=CC1F)N(C(=O)[C@H]1NC(OC1)=O)CC